FC=1C=C(C=CC1)[C@H]1[C@@H](CN(CC1)C(=O)C=1C=2N(C=CC1)C=NC2)NC([C@H](C(C)C)NC(C(F)(F)F)=O)=O (S)-N-((3S,4S)-4-(3-fluorophenyl)-1-(imidazo[1,5-a]pyridine-8-carbonyl)piperidin-3-yl)-3-methyl-2-(2,2,2-trifluoroacetamido)butanamide